2-(4-azidophenoxy)ethoxymorpholine N(=[N+]=[N-])C1=CC=C(OCCON2CCOCC2)C=C1